tert-butyl (14-((2-((6-hydroxyhexyl)amino)-3,4-dioxocyclobut-1-en-1-yl)amino)-3,6,9,12-tetraoxatetradecyl)carbamate OCCCCCCNC1=C(C(C1=O)=O)NCCOCCOCCOCCOCCNC(OC(C)(C)C)=O